IC(C(=O)[O-])(C(=O)[O-])Br.[Na+].[Na+] sodium iodobromomalonate